C(C)(C)(C)OC(=O)N1CC2CN(CC(C1)C2)C=2C=CC=1N(C2)N=C(N1)C1=CN=C(C2=CN=C(C=C12)NC(=O)C1CC1)NC 7-(2-(6-(cyclopropanecarboxamido)-1-(methylamino)-2,7-naphthyridin-4-yl)-[1,2,4]triazolo[1,5-a]pyridin-6-yl)-3,7-diazabicyclo[3.3.1]nonane-3-carboxylic acid tert-butyl ester